tetraethylene glycol methylpentyl ether CC(CCCC)OCCOCCOCCOCCO